FC(CC(C)NC1=NNC2=NC=CC(=C21)OC=2C=CC(=NC2)NC(=O)C=2C(N(C=C(C2)C)C2=CC=C(C=C2)F)=O)F N-(5-((3-((4,4-difluorobutan-2-yl)amino)-1H-pyrazolo[3,4-b]pyridin-4-yl)oxy)pyridin-2-yl)-1-(4-fluorophenyl)-5-methyl-2-oxo-1,2-dihydropyridine-3-carboxamide